6-amino-8-methyl-2',3',5',6'-tetrahydro-2H-spiro[imidazo[1,5-a]pyridine-3,4'-pyran]-1,5-dione hydrochloride salt Cl.NC1=CC(=C2N(C1=O)C1(CCOCC1)NC2=O)C